N-(trans-4-(4-amino-3-(1H-indol-2-yl)-1H-pyrazolo[3,4-d]pyrimidin-1-yl)cyclohexyl)cyclopropanecarboxamide NC1=C2C(=NC=N1)N(N=C2C=2NC1=CC=CC=C1C2)[C@@H]2CC[C@H](CC2)NC(=O)C2CC2